3-((S)-3-((trans)-3-(hydroxymethyl)cyclohexyl)-6-(methoxycarbonyl)-7-methyl-6,7,8,9-tetrahydro-3H-imidazo[4,5-f]quinolin-2-yl)-2-phenylpropanoic acid OC[C@@H]1C[C@H](CCC1)N1C(=NC2=C3CC[C@@H](N(C3=CC=C21)C(=O)OC)C)CC(C(=O)O)C2=CC=CC=C2